(S)-4-((2-(tert-butoxy)ethyl)(4-(5,6,7,8-tetrahydro-1,8-naphthyridin-2-yl)butyl)amino)-2-((S)-2-phenylpropanamido)butanoic acid C(C)(C)(C)OCCN(CC[C@@H](C(=O)O)NC([C@@H](C)C1=CC=CC=C1)=O)CCCCC1=NC=2NCCCC2C=C1